chloro-2-((1S)-2-(6-fluoro-2,3-dimethylphenyl)-1-(5-oxo-4,5-dihydro-1,3,4-oxadiazol-2-yl)propyl)-4-methyl-3,4-dihydro-2H-benzo[e][1,2,4]thiadiazine-8-carboxylic acid 1,1-dioxide ClC1N(S(C2=C(N1C)C=CC=C2C(=O)O)(=O)=O)[C@@H](C(C)C2=C(C(=CC=C2F)C)C)C=2OC(NN2)=O